C(C)(=O)NCCCCCCCCCCCCC(=O)O 13-acetamidotridecanoic acid